O-(3,5-dichloro-4-(3-((3-fluoro-5-(trifluoromethyl) pyridin-2-yl) oxy) propoxy) phenyl) dimethylaminothiocarboxylate CN(C)C(=S)OC1=CC(=C(C(=C1)Cl)OCCCOC1=NC=C(C=C1F)C(F)(F)F)Cl